7-(4-((5-((2-(2,6-Dioxopiperidin-3-yl)-1,3-dioxoisoindolin-4-yl)amino)pentyl)carbamoyl)-2,6-dimethylphenyl)-3-(3-(naphthalen-1-yloxy)propyl)pyrazolo[1,5-a]pyridine-2-carboxylic acid O=C1NC(CCC1N1C(C2=CC=CC(=C2C1=O)NCCCCCNC(=O)C1=CC(=C(C(=C1)C)C1=CC=CC=2N1N=C(C2CCCOC2=CC=CC1=CC=CC=C21)C(=O)O)C)=O)=O